C(C)(=O)O[C@H]1CN(C[C@@H]1NC=1N=C(C2=C(N1)N=C1C(=C2C)CCC1)NC)C (3S,4S)-1-methyl-4-((5-methyl-4-(methylamino)-7,8-dihydro-6H-cyclopenta[5,6]pyrido[2,3-d]pyrimidin-2-yl)amino)pyrrolidin-3-yl acetate